CC1=CC(=NC(=N1)N1CCN(CC1)S(=O)(=O)C=1C=C2CCN(C2=CC1)C(=O)C1=C(N=CN1C)[N+](=O)[O-])C#N 6-methyl-2-(4-((1-(1-methyl-4-nitro-1H-imidazole-5-carbonyl)indolin-5-yl)sulfonyl)piperazin-1-yl)pyrimidine-4-carbonitrile